OOO hydroxy ether